COC(C(=NOC)C1=C(C=CC=C1)C)=O 2-(2-methylphenyl)-2-methoxyiminoacetic acid methyl ester